N1(C=NC=C1)C1=CC=C(C(=N1)NC)NC(=O)C=1C(=NOC1C)C1=CC=CC=C1 N-(6-(1H-Imidazol-1-yl)-2-(methylamino)pyridin-3-yl)-5-methyl-3-phenylisoxazole-4-carboxamide